The molecule is an aldoxime resulting from the formal condensation of the aldehyde moiety of phenylacetaldehyde with hydroxylamine. It derives from a phenylacetaldehyde. C1=CC=C(C=C1)CC=NO